C(C=C)(=O)O.C(C=C)(=O)O.C(C=C)(=O)O.C1CC1 cyclopropane triacrylate